2-cyclopropyl-N-((1S,2R)-2-hydroxycyclohexyl)-11-oxo-11H-pyrido[2,1-b]quinazoline-6-carboxamide C1(CC1)C=1C=C2C(N3C(=NC2=CC1)C(=CC=C3)C(=O)N[C@@H]3[C@@H](CCCC3)O)=O